O.CC1=CC=C(C=C1)S(=O)(=O)[O-].NC(=O)C1=CC=CC2=CN(N=C12)C1=CC=C(C=C1)[C@H]1C[NH2+]CCC1 (3S)-3-[4-{7-(aminocarbonyl)-2H-indazol-2-yl}phenyl]piperidinium 4-methylbenzenesulfonate monohydrate